3-bromo-5,6-dihydro-8H-imidazo[5,1-c][1,4]oxazine BrC1=NC=C2COCCN21